6-(2,6-dichlorophenyl)-2-((5-((2,2-dimethyl-1,3-dioxan-5-yl)methoxy)pyridin-2-yl)amino)-8-methylpyrido[2,3-d]pyrimidin-7(8H)-one ClC1=C(C(=CC=C1)Cl)C1=CC2=C(N=C(N=C2)NC2=NC=C(C=C2)OCC2COC(OC2)(C)C)N(C1=O)C